BrC=1C=C2C(=C(N=NC2=CC1)Cl)NN 6-bromo-3-chloro-4-hydrazinylcinnoline